O=C1N(CC2=C(C=CC=C12)CCC1=CC=C(C=C1)CN[C@@H]1[C@@]2(CC[C@H](C1)C2(C)C)C)C2C(NC(CC2)=O)=O 3-(1-oxo-4-(4-((((1R,2S,4R)-1,7,7-trimethylbicyclo[2.2.1]heptan-2-yl)amino)methyl)phenethyl)isoindolin-2-yl)piperidine-2,6-dione